CN[C@H](CS)C(=O)O (S)-methylcystein